(2R,3R,4S)-2-(hydroxymethyl)pyrrolidin-3,4-diol OC[C@H]1NC[C@@H]([C@@H]1O)O